BrC1=C2CCN(CC2=CC(=C1)NC=1N=NC(=C(N1)NC1=C(C=CC=C1)CO)C(=O)N)C ((5-bromo-2-methyl-1,2,3,4-tetrahydroisoquinolin-7-yl)amino)-5-((2-(hydroxymethyl)phenyl)amino)-1,2,4-triazine-6-carboxamide